ethyl 2-(4-isopropyl-5-(8-methyl-[1,2,4]triazolo[1,5-a]pyridin-6-yl)-1-((2-(trimethylsilyl) ethoxy) methyl)-1H-pyrazol-3-yl)-2-oxoacetate C(C)(C)C=1C(=NN(C1C=1C=C(C=2N(C1)N=CN2)C)COCC[Si](C)(C)C)C(C(=O)OCC)=O